4-[2-(6-Hydroxybenzo[1,3]dioxol-5-yl)-2H-benzotriazol-5-yl]butyl acrylate C(C=C)(=O)OCCCCC1=CC=2C(=NN(N2)C2=CC3=C(OCO3)C=C2O)C=C1